BrC=1C=C2C(N(C(C2=CC1)=O)CC=C)CC=C 5-bromo-2,3-bis(prop-2-en-1-yl)-3H-isoindol-1-one